ClC1=C2N(C(C(=N1)N[C@H]1CCC3=CC=C(C=C13)C1=CC=CC=C1)=O)[C@@H](CC2)C(=O)OCC2=CC=CC=C2 benzyl (S)-1-chloro-4-oxo-3-(((S)-6-phenyl-2,3-dihydro-1H-inden-1-yl)amino)-4,6,7,8-tetrahydropyrrolo[1,2-a]pyrazine-6-carboxylate